1-(2-chloro-6-methylpyrimidin-4-yl)ethane-1,2-diol ClC1=NC(=CC(=N1)C(CO)O)C